FCC1=CC=C(C)C=C1 Para-fluoromethyl-toluene